1-{[3-(2-chlorophenyl)-2-(2,4-difluorophenyl)oxiran-2-yl]methyl}1H-1,2,4-triazol-5-yl thiocyanate ClC1=C(C=CC=C1)C1C(O1)(C1=C(C=C(C=C1)F)F)CN1N=CN=C1SC#N